benzyl 2-amino-7-cyclopentyl-4-(dimethylamino)-7H-pyrrolo[2,3-d]pyrimidine-6-carboxylate NC=1N=C(C2=C(N1)N(C(=C2)C(=O)OCC2=CC=CC=C2)C2CCCC2)N(C)C